N1(CCNCC1)C[C@@H]1C[C@@H](NC1)CONC(=O)[C@H]1N2C(N([C@H](CC1)C2)OS(=O)(=O)O)=O (2S,5R)-N-{[(2R,4R)-4-(Piperazin-1-ylmethyl)-pyrrolidin-2-yl]methyloxy}-7-oxo-6-(sulfooxy)-1,6-diazabicyclo[3.2.1]octane-2-carboxamide